C(C)(C)OC1CN(C1)C(=O)N[C@H]1CCCCC2=C1C=CC(=C2)C2=NC(=NC=C2)NC=2C=NN(C2)CCOC (S)-3-isopropoxy-N-(2-(2-((1-(2-methoxyethyl)-1H-pyrazol-4-yl)amino)-pyrimidin-4-yl)-6,7,8,9-tetrahydro-5H-benzo[7]annulen-5-yl)azetidine-1-carboxamide